(2-fluoro-3-methoxy-phenyl)urea FC1=C(C=CC=C1OC)NC(=O)N